C1(=CC(=CC=C1)CBr)CBr m-Xylylene dibromide